C1(CC1)CCN(C1=C2CN(C(C2=CC=C1)=O)C1C(NC(CC1)=O)=O)C1CCC(CC1)NCC1=NC=C(C=C1)C(F)(F)F 3-{4-[(2-cyclopropylethyl)[(1r,4r)-4-({[5-(trifluoromethyl)pyridin-2-yl]methyl}amino)cyclohexyl]amino]-1-oxo-3H-isoindol-2-yl}piperidine-2,6-dione